C(CC)N1CC2(CCOCC2)C2=CC=C(C=C12)C=1C=CC=C(C(=O)N)C1 5-(1-propyl-2',3',5',6'-tetrahydrospiro[indolin-3,4'-pyran]-6-yl)benzamide